C(CCCCCCCCCCCCC)C1=C(SC=C1)C=1SC(=CC1)C=1SC=CC1CCCCCCCCCCCCCC 2,5-bis(3-tetradecylthiophen-2-yl)thiophene